ClC1=CC2=C(OC(C2)(C)C)C(=C1)OC(C(=O)N)C 2-((5-Chloro-2,2-dimethyl-2,3-dihydrobenzo[b]furan-7-yl)oxy)propanamide